COC(=O)C12C3=CC=CC=C3C(C=C1)(O2)C 8-methyl-11-oxa-tricyclo[6.2.1.02,7]Undecane-2,4,6,9-tetraene-1-carboxylic acid methyl ester